1-(4-bromo-1H-indol-3-yl)-N,N-dimethylamine BrC1=C2C(=CNC2=CC=C1)CNC